ClC1=NC2=C(C(=CC=C2C=C1F)C(=O)OC)F methyl 2-chloro-3,8-difluoroquinoline-7-carboxylate